N-(3-(3-nitro-4-(1-oxo-1,2,3,4-tetrahydroisoquinolin-6-yl)-1H-pyrazol-1-yl)phenyl)cyclopropanecarboxamide [N+](=O)([O-])C1=NN(C=C1C=1C=C2CCNC(C2=CC1)=O)C=1C=C(C=CC1)NC(=O)C1CC1